O=C1NC(CCC1N1C(C2=CC(=C(C=C2C1=O)N1CC(C1)C(=O)O)F)=O)=O 1-[2-(2,6-dioxopiperidin-3-yl)-6-fluoro-1,3-dioxoisoindolin-5-yl]azetidine-3-carboxylic acid